1,2-diaminocyclooctane NC1C(CCCCCC1)N